tert-butyl 4-[2-({1-[4-(trifluoromethoxy)phenyl]piperidin-4-yl}formamido)ethyl]-piperidine-1-carboxylate FC(OC1=CC=C(C=C1)N1CCC(CC1)C(=O)NCCC1CCN(CC1)C(=O)OC(C)(C)C)(F)F